FC(C(CC(=O)C1=CC=C(C=C1)SC1=CC=CC=C1)=O)(F)F 4,4,4-trifluoro-1-[4-(phenylsulfanyl)phenyl]butane-1,3-dione